C(C)OC(/C=C/CSC(C(C(=O)OCC)(C(=O)OCC)O)C1=CC(=C(C=C1)F)C)=O Diethyl (E)-2-(((4-ethoxy-4-oxobut-2-en-1-yl)thio)(4-fluoro-3-methyl phenyl)methyl)-2-hydroxymalonate